NC1=C(C(=CC=C1)Br)S(=O)(=O)NCC(=O)OC methyl 2-(2-amino-6-bromobenzenesulfonamido)acetate